C(CCCCCCCCCC)OC(CCCCCCCCCBr)=O 10-bromodecanoic acid undecyl ester